2-(4-(trifluoromethyl)phenyl)acetamide FC(C1=CC=C(C=C1)CC(=O)N)(F)F